1-(4-((1,2,4-oxadiazol-5-yl)methyl)-3-oxo-3,4-dihydro-2H-benzo[b][1,4]oxazin-7-yl)-3-(1H-indol-6-yl)urea O1N=CN=C1CN1C2=C(OCC1=O)C=C(C=C2)NC(=O)NC2=CC=C1C=CNC1=C2